O1CCN(CC1)S(=O)(=O)N1CC(CC(C1)C(F)(F)F)CCC(O)=S.C[Si](CCCNC1=CC=CC=C1)(C)C N-[3-(trimethylsilyl)propyl]aniline (1-(morpholinosulfonyl)-5-(trifluoromethyl)piperidin-3-yl)methyl-ethanethioate